COC=1C=C(C=CC1OC)C(N1C=NC(=C1)CCN(C)C)C=1SC2=C(N1)C=CC(=C2)CC 2-(1-((3,4-Dimethoxyphenyl)(6-ethylbenzo[d]thiazol-2-yl)methyl)-1H-imidazol-4-yl)-N,N-dimethylethan-1-amin